O1N=CC2=C1C=CC(=C2)C(=O)O benzo[d]isoxazole-5-carboxylic acid